C[SiH](OCCC=CC1=CC=CC=C1)C dimethylsiloxyethyl-styrene